C(C)(=O)SCCCC(CO)(C)C S-(5-hydroxy-4,4-dimethylpentyl) thioacetate